C(C1=CC=CC=C1)OC1=C(C=C(C=C1)O[Si](C)(C)C(C)(C)C)CC(C(=O)OCC)O Ethyl 3-(2-(benzyloxy)-5-((tert-butyldimethylsilyl)oxy)phenyl)-2-hydroxypropanoate